FC1=C2C(N(C=NC2=CC=C1)C1=C(C=CC=C1)OC(C)C)=O 5-fluoro-3-(2-isopropoxyphenyl)quinazolin-4(3H)-one